methyl 2,3-difluoro-4-hydroxy-5-(1-(2-hydroxyethyl)-1H-imidazol-5-yl)benzoate FC1=C(C(=O)OC)C=C(C(=C1F)O)C1=CN=CN1CCO